C1(CCCC1)C(C)(C)OC(=O)C1C2C=CC(C1)C2 5-(2-cyclopentyl-2-propoxycarbonyl)-bicyclo[2.2.1]Hept-2-ene